C(C)(C)(C)OC(NC1=C(C2=C(S1)C(=CC=C2B2OCC(CO2)(C)C)F)C#N)=O (3-cyano-4-(5,5-dimethyl-1,3,2-dioxaborin-2-yl)-7-fluorobenzo[b]thiophen-2-yl)carbamic acid tert-butyl ester